C1(CCCCC1)OCC#CC1=NC=2N(C(N(C(C2N1CC1=CC=C(C=C1)F)=O)CCCO)=O)C 8-(3-(Cyclohexyloxy)prop-1-yn-1-yl)-7-(4-fluorobenzyl)-1-(3-hydroxypropyl)-3-methyl-3,7-dihydro-1H-purine-2,6-dione